FC=1C(=CC(=NC1)C)C1=CC(=NN1)C(=O)N1[C@H]2CC(C[C@@H]1CC2)C(=O)N[C@@H]2CN([C@H](CC2)C(F)(F)F)C (1r,3s,5s)-8-(5-(5-fluoro-2-methylpyridin-4-yl)-1H-pyrazole-3-carbonyl)-N-((3s,6r)-1-methyl-6-(trifluoromethyl)piperidin-3-yl)-8-azabicyclo[3.2.1]octane-3-carboxamide